i-Propyl-nitrogen C(C)(C)[N]